tri(n-heptyl) phosphite P(OCCCCCCC)(OCCCCCCC)OCCCCCCC